O1C(CCCC1)N1N=CC(=C1)C1=CC=C(C=2NC=NC21)B2OC(C(O2)(C)C)(C)C 4-[1-(oxan-2-yl)pyrazol-4-yl]-7-(4,4,5,5-tetramethyl-1,3,2-dioxaborolan-2-yl)-1H-1,3-benzodiazole